3-((5-bromopyridin-2-yl)sulfonyl)-6-butyl-5-(2,6-dimethoxyphenyl)-4-hydroxypyridin-2(1H)-one BrC=1C=CC(=NC1)S(=O)(=O)C=1C(NC(=C(C1O)C1=C(C=CC=C1OC)OC)CCCC)=O